[C@H]12CNC[C@@H]2C1NC(=O)C1CCNCC1 |r| N-[rac-(1s,5r)-3-azabicyclo[3.1.0]hexane-6-yl]piperidine-4-carboxamide